2-(2-chlorobenzyl)-N-(2-methoxyethyl)-8-methyl-4,5-dihydro-2H-furo[2,3-g]indazole-7-carboxamide ClC1=C(CN2N=C3C4=C(CCC3=C2)OC(=C4C)C(=O)NCCOC)C=CC=C1